1-(4-chloro-6-methylpyrimidin-2-yl)-3-(naphthalen-2-yl)urea ClC1=NC(=NC(=C1)C)NC(=O)NC1=CC2=CC=CC=C2C=C1